N=1N2C(=C(C1)C=1C(=CC(N(C1)C)=O)OCC)CCC2 5-(5,6-dihydro-4H-pyrrolo[1,2-b]pyrazol-3-yl)-4-ethoxy-1-methyl-pyridin-2(1H)-one